dimethyltriethylenetetramine CN(CCN(CCN)C)CCN